methyl (2S)-4-methyl-2-(methylamino)pentanoate hydrochloride Cl.CC(C[C@@H](C(=O)OC)NC)C